N1=C(N=CN=C1)C=1C=C(N)C=CC1 3-(1,3,5-Triazin-2-yl)aniline